NC(C1=CC=C(C=C1)C1=C(CCCC2=C1C=CC(=C2)C(=O)O)C2=C(C=C(C=C2)Cl)Cl)C2CN(C2)CCCF 9-(4-(Amino(1-(3-fluoropropyl)azetidin-3-yl)methyl)phenyl)-8-(2,4-dichlorophenyl)-6,7-dihydro-5H-benzo[7]annulene-3-carboxylic acid